pinanediolate C12(C(CCC(C1(C)C)C2)(C)[O-])[O-]